1-(2-((benzyloxy)imino)-7,7-dimethylbicyclo[2.2.1]hept-1-yl)-N-(4-chlorophenyl)methanesulfonamide benzyl-(S)-(1,1,1-trifluoro-3-hydroxypropan-2-yl)carbamate C(C1=CC=CC=C1)N(C(O)=O)[C@H](C(F)(F)F)CO.C(C1=CC=CC=C1)ON=C1C2(CCC(C1)C2(C)C)CS(=O)(=O)NC2=CC=C(C=C2)Cl